2-{4-[7-(aminocarbonyl)-5-fluoro-2H-indazole-2-yl]phenyl}pyrrolidinium NC(=O)C1=CC(=CC2=CN(N=C12)C1=CC=C(C=C1)C1[NH2+]CCC1)F